Cl.FC=1C(=C(C=CC1C1=NC=NN2C1=CC(=C2)C=2C=NN(C2)C)CN)C (3-fluoro-2-methyl-4-(6-(1-methyl-1H-pyrazol-4-yl)pyrrolo[2,1-f][1,2,4]triazin-4-yl)phenyl)methanamine hydrochloride